(S)-N-(2-(3-hydroxy-3-methylpyrrolidin-1-yl)-5-methylphenyl)-5-(tetrahydro-2H-pyran-4-yl)furan-2-carboxamide O[C@@]1(CN(CC1)C1=C(C=C(C=C1)C)NC(=O)C=1OC(=CC1)C1CCOCC1)C